C(CCCCCCCC)(=O)OCCCCCCCCCCCCCCCCC Heptadecyl nonanoate